[OH-].[Na+].C(C1=CC(=C(C(=C1)C)O)CO)C1=CC(=C(C(=C1)C)O)CO 4,4'-methylenebis(2-hydroxymethyl-6-methylphenol) sodium hydroxide